FC1=CC(=CC2=C1N(C(=N2)C2=CC=C(C=C2)S(=O)(=O)C)C)C2C[C@@H](N(CC2)C2CCNCC2)CCOC 7-fluoro-5-(r-(2-methoxyethyl)-[1,4'-bipiperidin]-4-yl)-1-methyl-2-(4-(methylsulfonyl)phenyl)-1H-benzo[d]imidazole